FC(C1=NN=C(O1)C1=CC(=C(C=C1)CN(S(=O)(=O)N1CCS(CC1)(=O)=N)C1=C(C=CC(=C1)F)F)F)F N-[[4-[5-(difluoromethyl)-1,3,4-oxadiazol-2-yl]-2-fluoro-phenyl]methyl]-N-(2,5-difluorophenyl)-1-imino-1-oxo-1,4-thiazinan-4-sulfonamide